N4,N6-bis(4-{2-[(4,5-dihydro-1H-imidazol-2-yl)amino]ethyl}phenyl)pyrimidine-4,6-dicarboxamide N1C(=NCC1)NCCC1=CC=C(C=C1)NC(=O)C1=NC=NC(=C1)C(=O)NC1=CC=C(C=C1)CCNC=1NCCN1